O=C1C2=C(C(C=3C4=CC(=CC=C4NC13)C(=O)OC(CN(C)C)(C)C)=O)C=CC=C2 1-(dimethylamino)-2-methylpropan-2-yl 6,11-dioxo-6,11-dihydro-5H-benzo[b]carbazole-2-carboxylate